NC=1C(=NC(=C(N1)F)Br)C=1C=C2C(=CN=CC2=CC1)F 6-(3-amino-6-bromo-5-fluoropyrazin-2-yl)-4-fluoroisoquinoline